13-(3-fluoro-4-((4-methylpyrimidin-2-yl)oxy)phenyl)-12-methyl-3-((triisopropylsilyl)ethynyl)-6,7-dihydro-5H-pyrido[3,4-c]pyrimido[5',4':4,5]pyrrolo[1,2-a]azepine FC=1C=C(C=CC1OC1=NC=CC(=N1)C)C=1C2=C(N3C1C1=C(CCC3)C=C(N=C1)C#C[Si](C(C)C)(C(C)C)C(C)C)N=CN=C2C